N-((R)-2,2-difluoro-1-(4-fluorophenyl)ethyl)-2-(2,6-dioxopiperidin-3-yl)-1-oxoisoindoline-5-carboxamide FC([C@@H](C1=CC=C(C=C1)F)NC(=O)C=1C=C2CN(C(C2=CC1)=O)C1C(NC(CC1)=O)=O)F